ClC1=CC(=C(C(=C1)C)C1([C@H](CN(C[C@H]1C)C1CCS(CC1)(=O)=O)C)O)F 4-((3S,4s,5R)-4-(4-chloro-2-fluoro-6-methylphenyl)-4-hydroxy-3,5-dimethylpiperidin-1-yl)tetrahydro-2H-thiopyran 1,1-dioxide